1,2-Dihydroxypropan OCC(C)O